NC1=C(C(=NN1[C@H]1COCC1)C1=CC=C(C=C1)CNC(C1=C(C=CC=C1)OC)=O)C#N N-[[4-[5-amino-4-cyano-1-[(3R)-tetrahydrofuran-3-yl]pyrazol-3-yl]phenyl]methyl]-2-methoxy-benzamide